ClC=1C(=NC(=NC1)N[C@H]1[C@@H](CN(CC1)S(=O)(=O)C)O)C=1C=C(C2=C(N(C(=N2)[C@@H](C)O)C(C)C)C1)F (3R,4R)-4-[(5-Chloro-4-{4-Fluoro-2-[(1R)-1-hydroxyethyl]-1-(propan-2-yl)-1H-benzimidazol-6-yl}pyrimidin-2-yl)amino]-1-(methansulfonyl)piperidin-3-ol